C(C)(C)(C)C1=CC(=NO1)N1C(N(C(C1O)OCC)C)=O 1-(5-tert-butylisoxazol-3-yl)-4-ethoxy-5-hydroxy-3-methylimidazolidin-2-one